C(=O)C=1C(=CC(=NC1)C(=O)N)COC 5-formyl-4-methoxymethylpyridineamide